O1COC(C1)C(=O)OC methyl 1,3-dioxolan-4-carboxylate